C1(CC1)CC(=O)N1CCC(CC1)OC=1C=CC=C2C(=NN(C12)C)C1C(NC(CC1)=O)=O 3-(7-((1-(2-Cyclopropylacetyl)piperidin-4-yl)oxy)-1-methyl-1H-indazol-3-yl)-piperidine-2,6-dione